4-(3-hydroxyphenyl)thiophen OC=1C=C(C=CC1)C=1C=CSC1